N1C[C@H](CCC1)NC1=NC=C(C(=N1)C1=CNC2=NC(=CC=C21)N2CCC(CC2)CO)C(F)(F)F (S)-(1-(3-(2-(piperidin-3-ylamino)-5-(trifluoromethyl)pyrimidin-4-yl)-1H-pyrrolo[2,3-b]pyridin-6-yl)piperidin-4-yl)methanol